BrC(COC1=CC(=CC=C1)F)C 1-(2-bromopropoxy)-3-fluorobenzene